2-(7-amino-1-oxo-isoindolin-2-yl)acetic acid hydrochloride salt Cl.NC=1C=CC=C2CN(C(C12)=O)CC(=O)O